1-(benzo[c][1,2,5]thiadiazol-5-yl)-3-(4-cyano-3-methoxyphenyl)urea N=1SN=C2C1C=CC(=C2)NC(=O)NC2=CC(=C(C=C2)C#N)OC